BrC1=CC=2N=C(N=C(C2N=C1)N1CCOCC1)N1N=C(C=C1)C1=CC=CC=C1 4-(7-bromo-2-(3-phenyl-1H-pyrazol-1-yl)pyrido[3,2-d]pyrimidin-4-yl)morpholine